(R)-1-(5-fluoro-4-((1-(5-(3-fluoro-5-methylphenyl)-4,5-dihydro-1H-pyrazole-1-carbonyl)azetidin-3-yl)oxy)pyridin-2-yl)-3,5-dimethyl-1H-pyrazole-4-carboxamide FC=1C(=CC(=NC1)N1N=C(C(=C1C)C(=O)N)C)OC1CN(C1)C(=O)N1N=CC[C@@H]1C1=CC(=CC(=C1)C)F